NC=1C=2N(C=CN1)C(=NC2C2=CC=C(C(=O)NC1=NC=CC=C1)C=C2)[C@H]2N(CCC2)C(C#CC)=O 4-{8-amino-3-[(2S)-1-(but-2-ynoyl)-pyrrolidin-2-yl]-imidazo[1,5-a]pyrazin-1-yl}-N-(pyridin-2-yl)benzamide